CC=1C=C(C=CC1)CN1C(CCC1=O)CC(=O)O 2-[1-[(3-methylphenyl)methyl]-5-oxopyrrolidin-2-yl]acetic acid